BrC1=CC(=CC=2SC=CC21)C 4-bromo-6-methylbenzo[b]thiophene